(R)-5-(pyridin-2-yl)-2,3-dihydro-1H-indene-2-carboxylic acid N1=C(C=CC=C1)C=1C=C2C[C@@H](CC2=CC1)C(=O)O